{(3aS,4R,6aR)-4-[(6-chloro-3-pyridazinyl)amino]hexahydrocyclopenta[c]pyrrol-2(1H)-yl}(5-methyl-2-thienyl)methanone ClC1=CC=C(N=N1)N[C@@H]1CC[C@H]2CN(C[C@H]21)C(=O)C=2SC(=CC2)C